C(C)OC(CCC(=O)C1=NC(=CC(=C1O)Br)CC1=C(C=C(C=C1F)F)F)=O 4-[4-Bromo-6-(2,4,6-trifluoro-benzyl)-3-hydroxy-pyridin-2-yl]-4-oxo-butyric acid ethyl ester